O=C1NC(CCC1N1C(C2=CC=CC(=C2C1=O)NC1CCC(CC1)CN1N=CC(=C1)C(=O)O)=O)=O 1-{[(1r,4r)-4-({2-[2,6-dioxopiperidin-3-yl]-1,3-dioxoisoindol-4-yl}amino)cyclohexyl]methyl}pyrazole-4-carboxylic acid